COC=1C=C(C=CC1C)C1(CCC(CC1)N1C(NC2=CC(=CC(=C2C1)C)CNS(=O)(=O)C)=O)C(=O)N (3-Methoxy-4-methylphenyl)-4-(5-methyl-7-(methylsulfonamidomethyl)-2-oxo-1,2-dihydroquinazolin-3(4H)-yl)cyclohexanecarboxamide